(R)-1-(1H-indazol-4-yl)propan-2-amine N1N=CC2=C(C=CC=C12)C[C@@H](C)N